C1(CC1)C=1N=NN(C1)[C@H](C(=O)N1[C@@H](C[C@H](C1)O)C(=O)NCC1=CC(=C(C=C1)C)S(=O)(=O)C)C(C)(C)C (2S,4r)-1-[(2S)-2-(4-cyclopropyl-triazol-1-yl)-3,3-dimethyl-butyryl]-4-hydroxy-N-[(4-methyl-3-methylsulfonyl-phenyl)methyl]pyrrolidine-2-carboxamide